FC1=C(C(=O)OC(C)(C)C)C(=CC=C1F)NC(C)C=1C=C(C=C2C(C=C(OC12)C=1C=CC=2N(N1)C=C(N2)C)=O)C tert-Butyl 2,3-difluoro-6-[1-[6-methyl-2-(2-methylimidazo[1,2-b]pyridazin-6-yl)-4-oxo-chromen-8-yl]ethylamino]benzoate